(1R,3S)-3-[3-({[2-meth-oxy-5-(methylsulfonyl)-pyridin-4-yl]acetyl}-amino)-1H-pyrazol-5-yl]-cyclopentyl (2S)-butan-2-ylcarbamate C[C@@H](CC)NC(O[C@H]1C[C@H](CC1)C1=CC(=NN1)NC(CC1=CC(=NC=C1S(=O)(=O)C)OC)=O)=O